ammonium (chloro-ammonium) Cl[NH3+].[NH4+]